3,5-dichloro-4-methoxypyridazine ClC=1N=NC=C(C1OC)Cl